FC1=NC=CC=C1CC1=CC(=NC=C1)C(=O)N[C@@H]1C(N(C2=C(OC1)C=CC(=C2)C#CC2COC2)C)=O (S)-4-((2-Fluoropyridin-3-yl)methyl)-N-(5-methyl-7-(oxetan-3-ylethynyl)-4-oxo-2,3,4,5-tetrahydrobenzo[b][1,4]oxazepin-3-yl)pyridineamide